4-bromo-6-methyl-2-(piperidin-1-ylmethyl)thieno[2,3-c]pyridin-7(6H)-one BrC=1C2=C(C(N(C1)C)=O)SC(=C2)CN2CCCCC2